chloro-N-(4,4-difluoro-1-methylpyrrolidin-3-yl)-3-nitroquinolin-4-amine ClC1=NC2=CC=CC=C2C(=C1[N+](=O)[O-])NC1CN(CC1(F)F)C